C1C2CNC=3C=CC(=CC3C21)C#N 1a,2,3,7b-tetrahydro-1H-cyclopropa[c]quinoline-6-carbonitrile